ClC1=NN2C(N=CC(=C2[C@H](C)OC)NC2=CC=C(C=C2)[C@@H](C(F)(F)F)N(C(=O)C2CCN(CC2)C(=O)OC(C)(C)C)C)=N1 Tert-butyl 4-{[(1S)-1-[4-({2-chloro-7-[(1S)-1-methoxyethyl]-[1,2,4]triazolo[1,5-a]pyrimidin-6-yl}amino)phenyl]-2,2,2-trifluoroethyl](methyl)carbamoyl}piperidine-1-carboxylate